C1(CC1)C=1C=NN2C1N=C(C=C2)C2=CNC=1N=C(N=CC12)NCC1CCN(CC1)C 5-(3-cyclopropylpyrazolo[1,5-a]pyrimidin-5-yl)-N-((1-methylpiperidin-4-yl)methyl)-7H-pyrrolo[2,3-d]pyrimidin-2-amine